NC(CCN(C(C(F)Cl)=O)NC(=O)[C@H](CC(C)C)NC(=O)C1=CC2=NC=CC=C2N1)=O N-[(1S)-1-[[(3-amino-3-oxo-propyl)-(2-chloro-2-fluoro-acetyl)amino]carbamoyl]-3-methyl-butyl]-1H-pyrrolo[3,2-b]pyridine-2-carboxamide